2-((4-((4-amino-2-butyl-1H-imidazo[4,5-d]thieno[3,2-b]pyridin-1-yl)methyl)benzyl)amino)ethan-1-ol NC1=C2C(=C3C(=N1)C=CS3)N(C(=N2)CCCC)CC2=CC=C(CNCCO)C=C2